6-(3-(3-chloro-5-fluorophenylamino)-2-oxopiperidin-1-yl)-1,4-oxazepan-4-carboxylic acid tert-butyl ester C(C)(C)(C)OC(=O)N1CCOCC(C1)N1C(C(CCC1)NC1=CC(=CC(=C1)F)Cl)=O